(R)-N1-(6-amino-5-methylpyridin-3-yl)-N2-(1-(3-fluoropyridin-2-yl)ethyl)-N2-((5-trifluoromethylpyridin-2-yl)methyl)oxalamide NC1=C(C=C(C=N1)NC(C(=O)N(CC1=NC=C(C=C1)C(F)(F)F)[C@H](C)C1=NC=CC=C1F)=O)C